OC1ON=C(CC12CCN(CC2)C(=O)OC(C)(C)C)C(=O)OCC 9-(tert-butyl) 4-ethyl 1-hydroxy-2-oxa-3,9-diazaspiro[5.5]undec-3-ene-4,9-dicarboxylate